C(#N)C1=CC=C(C=C1)C(C)=NS(=O)C1=CC=C(C=C1)C N-(1-(4-cyanophenyl)ethylidene)-4-methylbenzenesulfinamide